FC1=C(C(=C2C=CNC2=C1F)C)OC=1C=CC(=C(C1)C=1NC(=CN1)C(C)(OCCOC)C=1C=C(C=CC1)CCC(=O)O)F 3-(3-(1-(2-(5-((6,7-difluoro-4-methyl-1H-indol-5-yl)oxy)-2-fluorophenyl)-1H-imidazol-5-yl)-1-(2-methoxyethoxy)ethyl)phenyl)propanoic acid